N-(6-(7-(sec-butyl)-5-chloro-6-fluoro-1H-indazol-4-yl)imidazo[1,2-a]pyrazin-2-yl)-2-fluorocyclopropane-1-carboxamide C(C)(CC)C=1C(=C(C(=C2C=NNC12)C=1N=CC=2N(C1)C=C(N2)NC(=O)C2C(C2)F)Cl)F